N-(6-(4-(4,4-difluoro-2-methylpyrrolidin-2-yl)-1H-imidazol-1-yl)-5-fluoropyridin-3-yl)-2-(5-methyl-3-(trifluoromethyl)-1H-pyrazol-1-yl)acetamide FC1(CC(NC1)(C)C=1N=CN(C1)C1=C(C=C(C=N1)NC(CN1N=C(C=C1C)C(F)(F)F)=O)F)F